phenyl-lithium 2,4,6-trimethylbenzoylphosphinate CC1=C(C(=O)P(O)=O)C(=CC(=C1)C)C.C1(=CC=CC=C1)[Li]